COC(=O)C1(OC2=C(CC1)C(=C(C(=C2C)C)OC)C)C 3,4-Dihydro-6-methoxy-2,5,7,8-tetramethyl-2H-1-benzopyran-2-carboxylic acid methyl ester